1-((S)-2-(3-((2-((3S,4R)-3-fluoro-4-methoxypiperidin-1-yl)pyrimidin-4-yl)amino)-8-(3-((methylsulfonyl)methyl)azetidin-1-yl)isoquinolin-5-yl)-2-methyl-pyrrolidin-1-yl)prop-2-en-1-one F[C@H]1CN(CC[C@H]1OC)C1=NC=CC(=N1)NC=1N=CC2=C(C=CC(=C2C1)[C@]1(N(CCC1)C(C=C)=O)C)N1CC(C1)CS(=O)(=O)C